(E)-3-fluoro-N-(3-(2-((4-morpholinylphenyl)amino)quinazolin-8-yl)phenyl)but-2-enamide F/C(=C/C(=O)NC1=CC(=CC=C1)C=1C=CC=C2C=NC(=NC12)NC1=CC=C(C=C1)N1CCOCC1)/C